BrC=1C=CC2=C(N(C(=N2)C2CCC(CC2)(F)F)[C@@H](COC)C)C1 (R)-6-bromo-2-(4,4-difluorocyclohexyl)-1-(1-methoxypropan-2-yl)-1H-benzo[d]imidazole